ClC1=CC(=C(C=C1)I)C(=C)C 4-chloro-1-iodo-2-(prop-1-en-2-yl)benzene